2-fluoro-4-(2-((pyrrolidin-3-ylmethyl)amino)-6-(o-tolyl)quinazolin-4-yl)benzonitrile FC1=C(C#N)C=CC(=C1)C1=NC(=NC2=CC=C(C=C12)C1=C(C=CC=C1)C)NCC1CNCC1